NC(C(=O)OCC1=CC=CC=C1)(C)C Benzyl α-aminoisobutyrate